C(CCCC)C1=C(C=CC(=C1)C#N)C1=CC=CC=C1 amyl-biphenyl-4-nitrile